FC1(CCN(CC1)C1=NC(=CC=2N1C=CC2)C=2C(=C(C(=O)N)C=CC2NS(=O)(=O)CCO)N2CCC1(CC1)CC2)F (1-(4,4-difluoropiperidin-1-yl)pyrrolo[1,2-C]pyrimidin-3-yl)-4-(2-hydroxyethylsulfonylamino)-2-(6-azaspiro[2.5]oct-6-yl)benzamide